6-Chloro-8-(4-chloro-pyridin-3-yl)-9-cyclopropylmethyl-1-methyl-9H-pyrido[3,4-b]indole ClC=1C=C2C3=C(N(C2=C(C1)C=1C=NC=CC1Cl)CC1CC1)C(=NC=C3)C